1-CHLORO-5,5-DIMETHYLHYDANTOIN ClN1C(=O)NC(=O)C1(C)C